2-(2-(pyrazolo[5,1-b]thiazole-7-carbonyl)-2-azaspiro[3.3]heptan-6-yl)-N-(3-(trifluoromethyl)phenyl)acetamide S1C=2N(C=C1)N=CC2C(=O)N2CC1(C2)CC(C1)CC(=O)NC1=CC(=CC=C1)C(F)(F)F